1-(1-(2-((S)-Amino(4,4-difluorocyclohexyl)methyl)benzo[d]oxazol-5-yl)-2-methoxyethyl)-4-methyl-1,3-dihydro-2H-imidazol-2-one N[C@H](C=1OC2=C(N1)C=C(C=C2)C(COC)N2C(NC(=C2)C)=O)C2CCC(CC2)(F)F